N-vinylisobutyl-amide C(=C)[N-]CC(C)C